ClC1=CC=C(C=C1)C(=O)N1C(C=2N(CC1)C(=NN2)C2=NC(=NS2)C)C2CC2 (4-chlorophenyl)(8-cyclopropyl-3-(3-methyl-1,2,4-thiadiazol-5-yl)-5,6-dihydro-[1,2,4]triazolo[4,3-a]pyrazin-7(8H)-yl)methanone